1-methyl-Ethyl-1H-pyrazole-4-carboxylic acid CC(C)N1N=CC(=C1)C(=O)O